FC=1C=C(CN2C(\C(\C3=CC(=CC=C23)N)=C/C=2NC(=CC2C)C)=O)C=CC1 (Z)-1-(3-fluorobenzyl)-3-((3,5-dimethyl-1H-pyrrol-2-yl)methylene)-5-amino-2-indolone